pyridine-2,6-diformamide N1=C(C=CC=C1C(=O)N)C(=O)N